(3H-Spiro[isobenzofuran-1,3'-pyrrolidin]-1'-yl)(5-(2,4,5-trifluoro-3-hydroxyphenyl)-1,2,4-oxadiazol-3-yl)methanone N1(CC2(CC1)OCC1=CC=CC=C12)C(=O)C1=NOC(=N1)C1=C(C(=C(C(=C1)F)F)O)F